C(C)(C)N1CCC(CC1)OC1=C2C(=NC(=N1)C1=CC=C(C=C1)NS(=O)(=O)C(C)C)NN=C2C N-(4-(4-((1-isopropylpiperidin-4-yl)oxy)-3-methyl-1H-pyrazolo[3,4-d]pyrimidin-6-yl)phenyl)propane-2-sulfonamide